rac-methyl 4-[3-[4-[2-carbamoyl-4-(2-methoxyethyl)piperazin-1-yl]-2,6-dichlorobenzoyl]-2,4-dihydro-1,3-benzoxazin-8-yl]-5-fluoro-2-morpholin-4-ylbenzoate C(N)(=O)[C@@H]1N(CCN(C1)CCOC)C1=CC(=C(C(=O)N2COC3=C(C2)C=CC=C3C3=CC(=C(C(=O)OC)C=C3F)N3CCOCC3)C(=C1)Cl)Cl |r|